C1(CC1)NC(C1=C(C=C(C=C1OC)C1=CN=C2N1C=CC(=C2)OCC2CNC(C2)=O)OC(F)F)=O N-cyclopropyl-2-(difluoromethoxy)-6-methoxy-4-[7-[(5-oxopyrrolidin-3-yl)methoxy]imidazo[1,2-a]pyridin-3-yl]benzamide